NC=1C=2N(C3=CC(=CC=C3N1)C(=O)N([C@H]1CCC3=NC(=CC=C31)C(F)(F)F)CC3CC3)C=NC2 (S)-4-amino-N-(cyclopropylmethyl)-N-(2-(trifluoromethyl)-6,7-dihydro-5H-cyclopenta[b]pyridin-5-yl)imidazo[1,5-a]quinoxaline-8-carboxamide